(S)-(5-(3,5-difluorophenyl)-4,5-dihydro-1H-pyrazol-1-yl)(3-((5-fluoro-2'-methoxy-[2,3'-bipyridin]-4-yl)oxy)azetidin-1-yl)methanone FC=1C=C(C=C(C1)F)[C@@H]1CC=NN1C(=O)N1CC(C1)OC1=CC(=NC=C1F)C=1C(=NC=CC1)OC